N-(4-(4-amino-7-methyl-7H-pyrrolo[2,3-d]pyrimidin-5-yl)-2-fluorophenyl)-2-oxo-1-phenyl-2,4,5,6-tetrahydro-1H-pyrrolo[1,2-b]pyrazole-3-carboxamide NC=1C2=C(N=CN1)N(C=C2C2=CC(=C(C=C2)NC(=O)C2=C1N(N(C2=O)C2=CC=CC=C2)CCC1)F)C